CC1=C(N=NC(=C1C)N1CC=2C=C(C=NC2CC1)CCC1=CC=CC=C1)C#N 4,5-dimethyl-6-[3-(2-phenylethyl)-7,8-dihydro-5H-1,6-naphthyridin-6-yl]pyridazine-3-carbonitrile